((1s,3s)-3-Hydroxy-3-methylcyclobutyl)(7-methyl-7-((5-(trifluoromethyl)pyridin-2-yl)oxy)-2-azaspiro[3.5]nonan-2-yl)methanone OC1(CC(C1)C(=O)N1CC2(C1)CCC(CC2)(OC2=NC=C(C=C2)C(F)(F)F)C)C